ClC1=CC=C(C=C1)N1C(=NC2=C1C=NC=C2)C2=CC=C(N=N2)N2CCOCC2 4-{6-[3-(4-Chlorophenyl)-3H-imidazo[4,5-c]pyridin-2-yl]pyridazin-3-yl}morpholine